[5-(3,4-Dichlorophenyl)furan-2-yl]-piperidin-1-ylmethanethione ClC=1C=C(C=CC1Cl)C1=CC=C(O1)C(=S)N1CCCCC1